ClC1=CC=C(CNC(=S)NC=2C=NN(C2)C2=CC=NC=C2)C=C1 1-(4-chlorobenzyl)-3-(1-(pyridin-4-yl)-1H-pyrazol-4-yl)thiourea